S1C(=CC=C1)N thiophen-amine